1-(5-chloro-2-((6-methoxy-2-methyl-1,2,3,4-tetrahydroisoquinolin-7-yl)amino)pyrimidin-4-yl)-N,3-dimethylindoline-3-carboxamide ClC=1C(=NC(=NC1)NC1=C(C=C2CCN(CC2=C1)C)OC)N1CC(C2=CC=CC=C12)(C(=O)NC)C